NC1=NC(N(C=C1F)[C@@H]1O[C@]([C@H](C1)O)(C(F)(F)F)CO)=O 4-amino-5-fluoro-1-((2R,4S,5R)-4-hydroxy-5-(hydroxymethyl)-5-(trifluoromethyl)tetrahydrofuran-2-yl)pyrimidin-2(1H)-one